FC=1C=C2C(=NC(=NC2=C(C1C1=CC=CC2=CC=CC(=C12)Cl)F)OC[C@H]1N(CCC1)C)N1[C@H](CN(CC1)C(C=C)=O)C 1-((S)-4-(6,8-difluoro-7-(8-chloronaphthalen-1-yl)-2-(((S)-1-methylpyrrolidin-2-yl)methoxy)quinazolin-4-yl)-3-methylpiperazin-1-yl)prop-2-en-1-one